(S)-1-(9-((S)-4-(difluoromethyl)-2-carbonyloxazolidin-3-yl)-5,6-dihydroimidazo[1,2-d]thieno[2,3-f][1,4]oxazepin-2-yl)pyrrolidine-2-carboxamide FC([C@H]1N(C(OC1)=C=O)C=1N=C2N(CCOC3=C2SC(=C3)N3[C@@H](CCC3)C(=O)N)C1)F